BrC(Cl)Cl Monobromomethylene dichloride